8-((4-((tert-Butyldiphenylsilyl)oxy)butyl)(methyl)amino)-1,15-bis(cyclohexylthio)-pentadecane-2,14-diyl dinonanoate C(CCCCCCCC)(=O)OC(CSC1CCCCC1)CCCCCC(CCCCCC(CSC1CCCCC1)OC(CCCCCCCC)=O)N(C)CCCCO[Si](C1=CC=CC=C1)(C1=CC=CC=C1)C(C)(C)C